C(C)NC(CC1CNCCO1)=O N-ethyl-2-(morpholin-2-yl)acetamide